4-(2-methyl-5-(5-(trifluoromethyl)pyridazine-3-carboxamido)phenyl)-[2,4'-bipyridine]-2'-carboxamide CC1=C(C=C(C=C1)NC(=O)C=1N=NC=C(C1)C(F)(F)F)C1=CC(=NC=C1)C1=CC(=NC=C1)C(=O)N